N-cyclopropyl-5-((1-methyl-1H-pyrazol-5-yl)amino)-7-(methylamino)pyrazolo[1,5-a]pyrimidine-3-carboxamide C1(CC1)NC(=O)C=1C=NN2C1N=C(C=C2NC)NC2=CC=NN2C